FC=1C=C2CC(CC2=CC1F)NC1=NC=C(C=N1)C1=NN=C(O1)N1CC(C1)CC(=O)O 2-(1-(5-(2-((5,6-difluoro-2,3-dihydro-1H-inden-2-yl)amino)pyrimidin-5-yl)-1,3,4-oxadiazol-2-yl)azetidin-3-yl)acetic acid